5-bromoindole-3-acetic Acid Methyl Ester COC(CC1=CNC2=CC=C(C=C12)Br)=O